C(C)OC1=CC=C(C=C1)C=1C=C(N=NC1)C(=O)N(N)CC1=C(C=CC=C1)F 5-(4-ethoxyphenyl)-N-(2-fluorobenzyl)pyridazine-3-carbohydrazide